1-(4-(6-chloro-7-phenyl-quinazolin-4-yl)piperazin-1-yl)prop-2-en-1-one ClC=1C=C2C(=NC=NC2=CC1C1=CC=CC=C1)N1CCN(CC1)C(C=C)=O